methyl methacrylate butyl-cyanoacrylate C(CCC)C=C(C(=O)O)C#N.C(C(=C)C)(=O)OC